ClC1=C(C(=C(C=2CN3[C@H](COC21)CNCC3)OC=3C(=NC=CC3C)C(C)C)F)C3=C(C=CC=C3F)O 2-((S)-10-chloro-8-fluoro-7-((2-isopropyl-4-methylpyridin-3-yl)oxy)-1,2,3,4,12,12a-hexahydro-6H-benzo[f]pyrazino[2,1-c][1,4]oxazepin-9-yl)-3-fluorophenol